C(C)(C)(C)OC(=O)NC=1C(=C(C=CC1)CN1C(OC2=CC(=CN=C2C1)OC=1N=NC(=CC1)Cl)=O)F 3-{[3-(tert-butoxycarbonylamino)-2-fluorophenyl]methyl}-7-(6-chloro-3-pyridazinyloxy)-3,4-dihydro-2H-1-oxa-3,5-diazanaphthalen-2-one